2-oxo-3H-1,3-benzoxazole-5-carbaldehyde O=C1OC2=C(N1)C=C(C=C2)C=O